C1(CC1)[C@@H]1NCC[C@H]1NC(OC(C)(C)C)=O tert-butyl (trans-2-cyclopropylpyrrolidin-3-yl)carbamate